ClC=1C=NC(=C(C(=O)NC2CCC(CC2)CN2C(C(C3=C(C=CC=C23)F)(O)C2=NC=C(C=C2)Cl)=O)C1)C(F)F 5-chloro-N-((1r,4r)-4-((3-(5-chloropyridin-2-yl)-4-fluoro-3-hydroxy-2-oxoindolin-1-yl)methyl)cyclohexyl)-2-(difluoromethyl)nicotinamide